C(=O)O.ClC=1C=C(C=CC1C(=O)N1CCN(CC1)C(C[C@H]1CNCC1)=O)NC(=O)C=1N(C(=CN1)C1=C(C(=C(C=C1)OCF)F)C)C N-[3-chloro-4-[4-[2-[(3S)-pyrrolidin-3-yl]acetyl]piperazine-1-carbonyl]phenyl]-5-[3-fluoro-4-(fluoromethoxy)-2-methyl-phenyl]-1-methyl-imidazole-2-carboxamide formate